C1CCC2=C(C=3CCCC3C=C12)NC(=O)N=[S@@](=O)(N)CC1=CC=C(C=C1)C(C)(C)O (S)-N'-((1,2,3,5,6,7-hexahydro-s-indacen-4-yl)carbamoyl)-1-(4-(2-hydroxypropan-2-yl)phenyl)methane-sulfonimidamide